(3as,4r,6ar)-4-(hydroxymethyl)-2,2-dimethyltetrahydro-5H-[1,3]dioxolo[4,5-c]pyrrole-5-carboxylate OC[C@@H]1[C@H]2[C@@H](CN1C(=O)[O-])OC(O2)(C)C